The molecule is an unsaturated fatty acid anion that is the conjugate base of gadelaidic acid, arising from deprotonation of the carboxy group. It is an unsaturated fatty acid anion, an icosanoid anion and a long-chain fatty acid anion. It is a conjugate base of a gadelaidic acid. CCCCCCCCCC/C=C/CCCCCCCC(=O)[O-]